tert-butyl (4R)-2-(hydroxymethyl)-4-methoxy-2-methylpyrrolidine-1-carboxylate OCC1(N(C[C@@H](C1)OC)C(=O)OC(C)(C)C)C